N-[6-(2,2-difluoroethoxy)-5-fluoro-2-methoxy-3-pyridinyl]-7-(oxetan-3-yl)imidazo[1,2-a]pyridine-3-sulfonamide FC(COC1=C(C=C(C(=N1)OC)NS(=O)(=O)C1=CN=C2N1C=CC(=C2)C2COC2)F)F